[Ca+2].C(C1=CC=CC=C1)(=O)[O-].[Ca+2].C(C1=CC=CC=C1)(=O)[O-].C(C1=CC=CC=C1)(=O)[O-].C(C1=CC=CC=C1)(=O)[O-] calcium benzoate, calcium salt